2-(1-methylimidazol-4-yl)-N-[3-(trifluoromethyl)phenyl]-4-vinyl-aniline CN1C=NC(=C1)C1=C(NC2=CC(=CC=C2)C(F)(F)F)C=CC(=C1)C=C